(2-((2S,4S)-4-amino-2-(hydroxymethyl)pyrrolidin-1-yl)-5-fluorophenyl)-2-(2,3-difluoro-6-methoxyphenyl)pyrimidine-4-carboxamide N[C@H]1C[C@H](N(C1)C1=C(C=C(C=C1)F)C=1C(=NC(=NC1)C1=C(C(=CC=C1OC)F)F)C(=O)N)CO